3-(6-bromo-1H-indol-3-yl)-5,6-diphenyl-5,6-dihydropyrazin-2(1H)-one BrC1=CC=C2C(=CNC2=C1)C=1C(NC(C(N1)C1=CC=CC=C1)C1=CC=CC=C1)=O